geranyl-salicylaldehyde C(\C=C(/C)\CCC=C(C)C)OC=1C(C=O)=CC=CC1